N1=C(N=CC=C1)C1=C(C=C(N)C=C1)C(F)(F)F 4-(pyrimidin-2-yl)-3-(trifluoromethyl)aniline